[8-(1-octylnonoxy)-8-oxo-octyl](2S)-1-[6-(1-hexylnonoxy)-6-oxo-hexyl]-4-hydroxy-pyrrolidine-2-carboxylate C(CCCCCCC)C(CCCCCCCC)OC(CCCCCCCOC(=O)[C@H]1N(CC(C1)O)CCCCCC(=O)OC(CCCCCCCC)CCCCCC)=O